1,3-bis[(bicyclo[2.2.1]hept-2-enyl)ethyl]tetramethyldisiloxane C12(C=CC(CC1)C2)CC[Si](O[Si](CCC21C=CC(CC2)C1)(C)C)(C)C